BrC1=C2C=CNC2=CC(=C1OC=1C=C(C=CC1)C=1N(C=C(N1)C(C)(CCCC(CS(=O)(=O)CCO)(C)C)C=1C=C(C=CC1)CC(C(=O)OCC)C)C)F ethyl 3-(3-(2-(2-(3-((4-bromo-6-fluoro-1H-indol-5-yl)oxy)phenyl)-1-methyl-1H-imidazol-4-yl)-7-((2-hydroxyethyl)-sulfonyl)-6,6-dimethylheptan-2-yl)phenyl)-2-methylpropanoate